5-amino-2,4-diiodo-1,3-benzenedicarboxylic acid NC=1C(=C(C(=C(C1)C(=O)O)I)C(=O)O)I